(S)-4-(1-(4-iodo-1H-pyrazol-1-yl)ethyl)benzonitrile IC=1C=NN(C1)[C@@H](C)C1=CC=C(C#N)C=C1